C1(=CC=CC=C1)SC1=CNC=2N=CN=C(C21)N 5-(phenylthio)-7H-pyrrolo[2,3-d]pyrimidin-4-amine